C(#N)N1CCOC(C1)C1=NC(=NC=C1)N1N=CC(=C1N)C(=O)OC(C)(C)C tert-butyl 1-[(4-cyano-6-morpholinyl) pyrimidin-2-yl]-5-amino-1H-pyrazole-4-carboxylate